N-(4-(3-(2-aminopyrimidin-4-yl)-4-hydroxyphenoxy)-3-fluorophenyl)-1-phenyl-5-(trifluoromethyl)-1H-imidazole-4-carboxamide NC1=NC=CC(=N1)C=1C=C(OC2=C(C=C(C=C2)NC(=O)C=2N=CN(C2C(F)(F)F)C2=CC=CC=C2)F)C=CC1O